pyrazolo[1,2-a]pyrazol-1(5H)-one C1(C=CN2N1C=CC2)=O